FC1=CC=C(C(=O)NC=2C=CC3=C(C(=CO3)C=3CC4CCCCN4CC3)C2)C=C1 5-(4-fluorobenzoyl)amino-3-(1,4,5,6,7,8,9-heptahydroquinolizin-2-yl)-benzofuran